BrC=1C=C(CNC(OC(C)(C)C)=O)C=CC1C(=O)N1CC2=CC=CC=C2C[C@H]1C tert-Butyl (3-bromo-4-{[(3R)-3-methyl-3,4-dihydroisoquinolin-2(1H)-yl]-carbonyl}benzyl)carbamate